[N-](S(=O)(=O)C(F)(F)F)S(=O)(=O)C(F)(F)F.C[N+](CC1=CC=CC=C1)(CC)C N,N-Dimethyl-N-ethyl-N-benzylAmmonium bis(trifluoromethanesulfonyl)imide